2-Amino-4-(butylamino)-6-(5-(diethylamino)pentyl)pyrido[4,3-d]pyrimidin-5(6H)-one NC=1N=C(C2=C(N1)C=CN(C2=O)CCCCCN(CC)CC)NCCCC